3-Amino-5-(4-(trifluoromethyl)phenoxy)benzonitrile NC=1C=C(C#N)C=C(C1)OC1=CC=C(C=C1)C(F)(F)F